6-(hydroxymethyl)-1-methyl-3-azabicyclo[3.1.0]hexane-3-carboxylic acid tert-butyl ester C(C)(C)(C)OC(=O)N1CC2(C(C2C1)CO)C